ClN1C(=C(C2=CC(=CC=C12)OC(F)F)N1C=NC=C1)C1=NC(=NN1)C(F)(F)F chloro-5-(difluoromethoxy)-3-(1H-imidazol-1-yl)-2-(3-(trifluoromethyl)-1H-1,2,4-triazol-5-yl)-1H-indole